ClC=1C(=C(SC1C1=C(C(=CC=C1)NC1CC(N(CC1)S(=O)(=O)CC1=CC(=CC=C1)[N+](=O)[O-])(C)C)F)C(=O)OC(C)(C)C)OCC(=O)OCC tert-butyl 4-chloro-5-[3-[[2,2-dimethyl-1-[(3-nitrophenyl)methylsulfonyl]-4-piperidyl]amino]-2-fluoro-phenyl]-3-(2-ethoxy-2-oxo-ethoxy)thiophene-2-carboxylate